FC1(C(CNC1)N1CSC(=C1C)COC=1C=CC2=C(C=C(O2)C)C1)F N-(4,4-difluoropyrrolidin-3-yl)-2-methyl-5-((4-methylthiazol-5-yl)methoxy)benzofuran